C(C)(C)[C@H]1CC(=C[C@@H]([C@H]1O)C)C |o1:3,7,8| rel-(1R,2S,6R)-6-isopropyl-2,4-dimethylcyclohex-3-en-1-ol